N-(1,3-dimethylpyrazol-4-yl)sulfonyl-6-[3-[(1S,2S,4R)-norbornan-2-yl]oxypyrazol-1-yl]-2-[(4S)-2,2,4-trimethylpyrrolidin-1-yl]pyridine-3-carboxamide CN1N=C(C(=C1)S(=O)(=O)NC(=O)C=1C(=NC(=CC1)N1N=C(C=C1)O[C@@H]1[C@H]2CC[C@@H](C1)C2)N2C(C[C@@H](C2)C)(C)C)C